methyl (1R,3S,5S)-4-oxo-3-((((1s,4R)-4-phenylcyclohexyl)oxy)-methyl)-2-azabicyclo[3.2.0]heptane-2-carboxylate O=C1[C@@H](N([C@@H]2CC[C@H]12)C(=O)OC)COC1CCC(CC1)C1=CC=CC=C1